R-methylbenzylamine CNCC1=CC=CC=C1